3,5-difluoro-2',4',6'-trimethoxy-[1,1'-biphenyl]-2-carbonitrile FC1=C(C(=CC(=C1)F)C1=C(C=C(C=C1OC)OC)OC)C#N